methyl (S)-2-((4-((6-(4-chloro-2-fluorobenzyl)pyridin-2-yl)oxy)piperidin-1-yl)methyl)-3-(oxetan-2-ylmethyl)-3H-imidazo[4,5-c]pyridine-6-carbimidate ClC1=CC(=C(CC2=CC=CC(=N2)OC2CCN(CC2)CC2=NC3=C(C=NC(=C3)C(OC)=N)N2C[C@H]2OCC2)C=C1)F